CC=1C(NC(N([C@H]2[C@](O)([C@H](O)[C@@H](CO)O2)C)C1)=O)=O 5,2'-dimethyl-uridine